2,5-diethoxy-4-methoxy-amphetamine C(C)OC1=C(CC(N)C)C=C(C(=C1)OC)OCC